ClC=1C=C(C=CC1F)NC1=NC=NC2=CC(=C(C=C12)OCCCN1CCOCC1)O 4-[(3-chloro-4-fluorophenyl)amino]-6-[3-(4-morpholinyl)propoxy]-7-hydroxyquinazoline